2-chloro-5-methylpyrazine ClC1=NC=C(N=C1)C